C(C)N(C(=O)[C@H]1CN(C)[C@@H]2CC3=CN(C4=CC=CC(C2=C1)=C34)C(C)=O)CC 1-acetyl-lysergic acid diethylamide